methylethyl linoleate C(CCCCCCC\C=C/C\C=C/CCCCC)(=O)OC(C)C